CC1=CC=2N(C3=CC(=CC=C3C2C=C1)C)CCP(OCC)(OCC)=O Diethyl (2-(2,7-dimethyl-9H-carbazol-9-yl)ethyl)phosphonate